2,4-bis(trichloromethyl)-6-piperidinyl-1,3,5-triazine ClC(C1=NC(=NC(=N1)C(Cl)(Cl)Cl)N1CCCCC1)(Cl)Cl